C(C1=CC=CC=C1)OC(=O)C1CN(C2=C(C=C1C)C=CC=C2)N2N=C(C=C2)O (3-hydroxy-1H-pyrazolyl)-4-methyl-2,3-dihydro-1H-benzazepine-3-Carboxylic acid benzyl ester